6-(2-(Methylthio)pyrimidin-5-yl)hex-5-ynoic acid CSC1=NC=C(C=N1)C#CCCCC(=O)O